C(CCC\C=C/CCCCC)(=O)OC(CCC\C=C/CCCCC)C(CCC\C=C/CCCCC)OC(CCCCCN(C)C)=O (6Z,16Z)-12-((6-(dimethylamino)hexanoyl)oxy)docosa-6,16-dien-11-yl (Z)-undec-5-enoate